ClC1=CC=C(C=C1)CC(C(C(C)(C)C)=O)N1N=CN=C1 1-(4-chlorophenyl)-4,4-dimethyl-2-(1H-1,2,4-triazole-1-yl)pentan-3-one